NC1=C(N=CC(=N1)N1CCC2(CC1)[C@@H](C1CCCC1C2)N)SC2=C(C(=NC=C2)N)Cl (1R)-1'-(6-amino-5-((2-amino-3-chloropyridin-4-yl)thio)pyrazin-2-yl)hexahydro-1H-spiro[pentalene-2,4'-piperidin]-1-amine